tert-butyl ((4R,5S)-4-(3-aminophenyl)-7-ethyl-6-oxo-1-phenyl-4,5,6,7-tetrahydro-1H-pyrazolo[3,4-b]pyridin-5-yl)carbamate NC=1C=C(C=CC1)[C@@H]1C2=C(N(C([C@H]1NC(OC(C)(C)C)=O)=O)CC)N(N=C2)C2=CC=CC=C2